N[C@@H](C)C=1C(NC2=CC=C(C=C2C1)Cl)=O 3-[(1S)-1-aminoethyl]-6-chloro-1H-quinolin-2-one